Tert-butyl-tert-butyllysine benzyl-1,4-diazepane-1-carboxylate C(C1=CC=CC=C1)C1N(CCCNC1)C(=O)O.C(C)(C)(C)N([C@@H](CCCCN)C(=O)O)C(C)(C)C